ClC1=C(OCC(=O)OCCCCC)C=CC(=C1)Cl pentyl (2,4-dichlorophenoxy)acetate